Methyl 4-bromo-2-fluoro-6-methoxybenzoate BrC1=CC(=C(C(=O)OC)C(=C1)OC)F